BrC1=C(C=C(C=C1)F)OC(F)F 1-bromo-2-(difluoromethoxy)-4-fluorobenzene